C[C@@H]1N(CC1)C1=NC(=CC=2C1=NC=CN2)N2C[C@@H]1C([C@@H]1C2)CC(=O)O 2-((1R,5S,6R)-3-(5-((S)-2-methylazetidin-1-yl)pyrido[3,4-b]pyrazin-7-yl)-3-azabicyclo[3.1.0]hexan-6-yl)acetic acid